C(C)(=O)N1CCN(CC1)C(=O)NC=1SC(=C(N1)C1=CC(=CC=C1)C#N)C1=CC(=NC(=C1)C)C 4-acetyl-N-[4-(3-cyanophenyl)-5-(2,6-dimethyl-4-pyridyl)thiazol-2-yl]piperazine-1-carboxamide